(1H-1,2,4-triazol-1-yl)methanethione N1(N=CN=C1)C=S